6-(2-Chloro-6-fluorophenyl)-9,9-dimethyl-2-((4-(4-methylpiperazin-1-yl)phenyl)amino)-8,9-dihydroimidazo[1,2-a]pyrimido[5,4-e]pyrimidin-5(6H)-one ClC1=C(C(=CC=C1)F)N1C=2N(C3=C(C1=O)C=NC(=N3)NC3=CC=C(C=C3)N3CCN(CC3)C)C(CN2)(C)C